CC1=CC=C(C=C1)C=NC1=CC=C(C=C1)C N-[(4-methylphenyl)methylene]-4-methylaniline